C12CCC(CC1)CC2 bicyclo[2.2.2]octan